nitroboronic acid [N+](=O)([O-])B(O)O